FS(=O)(=O)N(S(=O)(=O)C(F)(F)F)S(=O)(=O)C(F)(F)F.[Na] sodium fluorosulfonyl-triflimide